N-(phenyl)norbornenediamide C1(=CC=CC=C1)NC(=O)C12C(=CC(CC1)C2)C(=O)N